OCC=1C(=C(C=CC1)C1=C(C(=CC=C1)COC1=CC=CC(=N1)C#N)C)C 6-((3'-(hydroxymethyl)-2,2'-dimethyl-[1,1'-biphenyl]-3-yl)methoxy)cyanopyridine